benzo[1,2-b]oxetan O1C2=C(C1)C=CC=C2